ClC=1C(=NC(=NC1)N[C@H]1[C@@H](COCC1)O)C1=CN=C(S1)[C@H]1[C@@H](CN(CC1)C)C (3S,4R)-4-((5-chloro-4-(2-((3S,4R)-1,3-dimethylpiperidin-4-yl)thiazol-5-yl)pyrimidin-2-yl)amino)tetrahydro-2H-pyran-3-ol